(1R,3aS,3bS,5aR,6R,7S,9aR,9bS,11aR)-6-Acetoxy-1-[(2R)-5-bromo-6-hydroxy-6-methylheptan-2-yl]-4,4-difluoro-9a,11a-dimethylhexadecahydro-1H-cyclopenta[1,2-i]phenanthren-7-yl acetate C(C)(=O)O[C@@H]1[C@@H]([C@@H]2CC([C@H]3[C@H]4[C@](CC[C@@H]3[C@]2(CC1)C)([C@H](CC4)[C@H](C)CCC(C(C)(C)O)Br)C)(F)F)OC(C)=O